N-((2-(3,3-dimethylpiperazin-1-yl)pyrimidin-4-yl)methyl)-3-(tetrahydro-2H-pyran-4-yl)-1H-pyrrolo[2,3-b]pyridin-4-amine CC1(CN(CCN1)C1=NC=CC(=N1)CNC=1C2=C(N=CC1)NC=C2C2CCOCC2)C